(1R,4R)-4-((5-(N-(4-bromo-2-cyclopropyl-5-methylphenyl)but-2-ynamido)-1-methyl-1H-pyrazolo[4,3-b]pyridin-3-yl)oxy)-2,2-dimethylcyclohexane-1-carboxylic acid BrC1=CC(=C(C=C1C)N(C(C#CC)=O)C1=CC=C2C(=N1)C(=NN2C)O[C@H]2CC([C@@H](CC2)C(=O)O)(C)C)C2CC2